N-(3-cyano-5-(3-fluorobenzyl)-4,5,6,7-tetrahydrothieno[3,2-c]pyridin-2-yl)-2-(1-(methylsulfonyl)-1H-pyrrol-3-yl)acetamide C(#N)C1=C(SC2=C1CN(CC2)CC2=CC(=CC=C2)F)NC(CC2=CN(C=C2)S(=O)(=O)C)=O